phenyl-(naphthyl)anthracene C1(=CC=CC=C1)C1=C(C2=CC3=CC=CC=C3C=C2C=C1)C1=CC=CC2=CC=CC=C12